1-benzyl-3-(4-chlorophenyl)-5-(3,4-dihydroxybenzylidene)-2-selenoxoimidazolidin-4-one C(C1=CC=CC=C1)N1C(N(C(C1=CC1=CC(=C(C=C1)O)O)=O)C1=CC=C(C=C1)Cl)=[Se]